O1CCC(CC1)C(=O)O tetrahydropyran-4-carboxylic acid